N-acetylpyrrolidone C(C)(=O)N1C(CCC1)=O